FC[C@]1(OC(C[C@@H]1NC(=O)[C@@]1(CC(=NO1)C1=NC=CC2=CC=CC=C12)C(C)C)=O)O (R)-N-((2S,3S)-2-(fluoromethyl)-2-hydroxy-5-ketotetrahydrofuran-3-yl)-5-isopropyl-3-(isoquinolin-1-yl)-4,5-dihydroisoOxazole-5-carboxamide